4,5,6-trifluoro-N-(4-(piperidin-4-yl)phenyl)isoindoline-2-carboxamide FC1=C2CN(CC2=CC(=C1F)F)C(=O)NC1=CC=C(C=C1)C1CCNCC1